FC=1C=C(C=CC1)N1CC(C2=NC(=CC=C21)C(=O)O)(C)C 1-(3-fluorophenyl)-3,3-dimethyl-2,3-dihydro-1H-pyrrolo[3,2-b]pyridine-5-carboxylic acid